FC1=C(COC2=C(C=CC(=N2)C2=CC(=C(CC3=NC=4C(=NC(=CC4)C(=O)O)N3C[C@H]3OCC3)C=C2)F)F)C=CC(=C1)F (S)-2-(4-(6-(2,4-difluorobenzyloxy)-5-fluoropyridin-2-yl)-2-fluorobenzyl)-3-(oxetan-2-ylmethyl)-3H-imidazo[4,5-b]pyridine-5-carboxylic acid